1-((2-chlorothiazol-5-yl)methyl)-4-oxo-3-(1-butyl-1H-indol-3-yl)-4H-pyrido[1,2-a]pyrimidinium ClC=1SC(=CN1)C[N+]1=C2N(C(C(=C1)C1=CN(C3=CC=CC=C13)CCCC)=O)C=CC=C2